8-(2,4-dichloro-phenylthio)-2'-O-methyladenosine ClC1=C(C=CC(=C1)Cl)SC=1N([C@H]2[C@H](OC)[C@H](O)[C@@H](CO)O2)C=2N=CN=C(C2N1)N